ClC1=CC=C(C2=C1C=CO2)COC2=CC=CC(=N2)C2=CCC(CC2)CC(=O)N 2-(4-(6-((4-chlorobenzofuran-7-yl)methoxy)pyridin-2-yl)cyclohex-3-en-1-yl)acetamide